5-[(4R,8S,9aS)-4-methyl-8-[(5-piperazin-1-yl-2-pyridinyl)oxy]-1,3,4,6,7,8,9,9a-octahydropyrido[1,2-a]pyrazin-2-yl]quinoline-8-carbonitrile C[C@@H]1CN(C[C@H]2N1CC[C@@H](C2)OC2=NC=C(C=C2)N2CCNCC2)C2=C1C=CC=NC1=C(C=C2)C#N